(S)-[1,4]oxaazepine O1C=CN=CC=C1